C(C[C@@H](C(=O)[O-])NC(=O)CCC(=O)[O-])CNC(=O)N The molecule is dianion of N(2)-succinyl-L-citrulline arsing from deprotonation of both carboxylic acid groups. It is a conjugate base of a N(2)-succinyl-L-citrulline.